C1(CC1)C=1C=C(C(=O)NC(C)C2=NC=CN=C2C2=NC=C(C=N2)OC(F)F)C=C(C1)C(F)(F)F 3-cyclopropyl-N-[1-[3-[5-(difluoromethoxy)pyrimidin-2-yl]pyrazin-2-yl]ethyl]-5-(trifluoromethyl)benzamide